O1C(CC2=C1C=CC=C2)C(CNC(OC(C)(C)C)=O)=O tert-butyl 2-(2,3-dihydrobenzofuran-2-yl)-2-oxoethylcarbamate